C(C)(=O)N1CCC(CC1)NCC=1C=C2C=CN(C2=CC1)CC1OC1 5-{[(1-acetylpiperidin-4-yl)amino]methyl}-1-(oxiran-2-ylmethyl)-1H-indol